ClC1=NC=2N(C(=C1C1=C(C=C(C#N)C=C1F)F)N[C@@H](C(F)(F)F)C(C)C)N=CN2 (R)-4-(5-chloro-7-((1,1,1-trifluoro-3-methylbutan-2-yl)amino)-[1,2,4]triazolo[1,5-a]pyrimidin-6-yl)-3,5-difluorobenzonitrile